FC(F)C1=CC=2C(=NC(=NC2)SC)N2C1=NC(=N2)C (difluoromethyl)-2-methyl-8-(methylthio)-[1,2,4]triazolo[1',5':1,6]pyrido[2,3-d]pyrimidine